1H-benzotriazole-formaldehyde N1N=NC2=C1C=CC=C2C=O